4,5-dimethyl-1,3,2-dioxathiolane 2,2-dioxide CC1OS(OC1C)(=O)=O